(S)-6-methyl-5-((1-methyl-6-(pyrimidin-5-ylamino)-1H-pyrazolo[3,4-d]pyrimidin-3-yl)amino)-N-(2-(2-methylpiperidin-1-yl)ethyl)nicotinamide CC1=NC=C(C(=O)NCCN2[C@H](CCCC2)C)C=C1NC1=NN(C2=NC(=NC=C21)NC=2C=NC=NC2)C